(2S)-1-[1-(1-benzyl-5-chloro-pyrazol-4-yl)cyclopropanecarbonyl]pyrrolidine-2-carboxylic acid C(C1=CC=CC=C1)N1N=CC(=C1Cl)C1(CC1)C(=O)N1[C@@H](CCC1)C(=O)O